C1(CC1)N1N=CC(=C1)NC1=NC=C(C(=N1)C1=CC=C(OCC2(CCC2)C#N)C=C1)C 1-((4-(2-((1-cyclopropyl-1H-pyrazol-4-yl)amino)-5-methylpyrimidin-4-yl)phenoxy)methyl)cyclobutane-carbonitrile